(+/-)-1-(1-(3-methoxyphenyl)ethyl)-5-(methylcarbamoyl)-6-oxo-1,6-dihydropyridine-3-carboxylic acid butyl ester C(CCC)OC(=O)C1=CN(C(C(=C1)C(NC)=O)=O)[C@H](C)C1=CC(=CC=C1)OC |r|